methyl 4-(3-(3-(2-amino-[1,2,4]triazolo[1,5-a]pyridin-7-yl)-6-chloro-2-fluorobenzamido)propyl)benzoate NC1=NN2C(C=C(C=C2)C=2C(=C(C(=O)NCCCC3=CC=C(C(=O)OC)C=C3)C(=CC2)Cl)F)=N1